tosyl-diazodiphenyl-phosphorus S(=O)(=O)(C1=CC=C(C)C=C1)P(C1=CC=CC=C1)(C1=CC=CC=C1)=[N+]=[N-]